cyclopropyl-4-[(6R)-4-(4,4,5,5-tetramethyl-1,3,2-dioxaborolan-2-yl)-3,6-dihydro-2H-pyran-6-yl]pyrazole C1(CC1)C1=NNC=C1[C@H]1C=C(CCO1)B1OC(C(O1)(C)C)(C)C